Cis-tert-butyl (4aS,10bS)-8-hydroxy-2,3,4,4a,6,10b-hexahydroisochromeno[4,3-b]pyridine-1-carboxylate OC=1C=CC2=C(C1)CO[C@@H]1[C@H]2N(CCC1)C(=O)OC(C)(C)C